O[C@H]1[C@@H](CC[C@@](C1)(C(F)(F)F)O)NC(=O)[C@H]1CCN(C2(CC2)C1)C(=O)C1=NNC(=C1)C1=CC(=NC=C1F)OC (S)-N-((1R,2R,4R)-2,4-dihydroxy-4-(trifluoromethyl)cyclohexyl)-4-(5-(5-fluoro-2-methoxypyridin-4-yl)-1H-pyrazole-3-carbonyl)-4-azaspiro[2.5]Octane-7-carboxamide